(E)-N-(3-(3-(hydroxyamino)-3-oxoprop-1-en-1-yl)benzyl)-4-phenethoxyquinoline-2-carboxamide ONC(/C=C/C=1C=C(CNC(=O)C2=NC3=CC=CC=C3C(=C2)OCCC2=CC=CC=C2)C=CC1)=O